5-(methylsulfonyl)-2-(prop-2-yn-1-yloxy)aniline CS(=O)(=O)C=1C=CC(=C(N)C1)OCC#C